[Si](C)(C)(C(C)(C)C)OC[C@@H](COCCCCCCCCCCCCCCCCCC)OC1=C(C#N)C=C(C=C1C#N)C (R)-2-((1-((tert-butyldimethylsilyl)oxy)-3-(octadecyloxy)propan-2-yl)oxy)-5-methylisophthalonitrile